5-bromo-3-methylpicolinonitrile BrC=1C=C(C(=NC1)C#N)C